B1(OC(C(O1)(C)C)(C)C)C2=CC=C(C=C2)C(=O)N(C)C N,N-dimethyl-4-(4,4,5,5-tetramethyl-1,3,2-dioxaborolan-2-yl)benzamide